N-(4-(dimethylamino)butyl)-6-[76Br]bromonicotinamide CN(CCCCNC(C1=CN=C(C=C1)[76Br])=O)C